1-[(2S,5S)-2,3-dihydro-2,5-methano-1,4-benzoxazepin-4(5H)-yl]-3-(4-methoxyphenyl)-2,2-dimethylpropan-1-one O1[C@@H]2CN([C@H](C3=C1C=CC=C3)C2)C(C(CC2=CC=C(C=C2)OC)(C)C)=O